BrC1=CC=C(C=C1)C1=CC=C(C=C1)C1=CC=2C3(C4=CC=CC=C4C2C=C1)C1=CC=CC=C1C=1C=CC=CC13 2-(4'-bromo-[1,1'-biphenyl]-4-yl)-9,9'-spirobifluorene